4-((2-(4-nitro-1H-indazol-3-yl)-1H-benzimidazol-6-yl)methyl)morpholine [N+](=O)([O-])C1=C2C(=NNC2=CC=C1)C1=NC2=C(N1)C=C(C=C2)CN2CCOCC2